4-fluoro-N-[(1S)-2-hydroxy-1-{3-[3-(trifluoromethyl)phenyl]-1,2,4-oxadiazol-5-yl}ethyl]benzamide FC1=CC=C(C(=O)N[C@@H](CO)C2=NC(=NO2)C2=CC(=CC=C2)C(F)(F)F)C=C1